(S)-2,7-dimethyl-3-(3-(trifluoromethyl)phenyl)-4,5,6,7-tetrahydro-2H-pyrazolo[3,4-c]pyridine CN1N=C2[C@@H](NCCC2=C1C1=CC(=CC=C1)C(F)(F)F)C